ClC=1C=CC(=C(C1)C1=CC(=C(N=N1)CO)NC1=CC(=NC=N1)NC(=O)C1CC(C1)N1CCC(CC1)C(=O)OC(C)(C)C)F tert-butyl 1-{3-[(6-{[6-(5-chloro-2-fluorophenyl)-3-(hydroxymethyl)pyridazin-4-yl]amino}pyrimidin-4-yl)carbamoyl]cyclobutyl}piperidine-4-carboxylate